(4-ethoxy-3,5-dimethylphenyl)methanol C(C)OC1=C(C=C(C=C1C)CO)C